6-((1R,3S,5S)-3-((6-chloro-5-isopropylpyridazin-3-yl)oxy)-8-azabicyclo[3.2.1]Octane-8-yl)-2-methyl-1,2,4-triazine-3,5(2H,4H)-dione ClC1=C(C=C(N=N1)OC1C[C@H]2CC[C@@H](C1)N2C=2C(NC(N(N2)C)=O)=O)C(C)C